COC(C1=CC=C(C=C1)C=1N(C=C(N1)C(F)(F)F)C)=O.NCCNC(CC)[Si](OC)(OC)OC N-(beta-aminoethyl)-alpha-aminopropyl-trimethoxysilane methyl-4-[1-methyl-4-(trifluoromethyl)imidazol-2-yl]benzoate